1-(3-(tert-butyl)-1-phenyl-1H-pyrazol-5-yl)-3-(6-((3-keto-3,4-dihydropyrido[2,3-b]pyrazin-8-yl)oxy)pyridin-3-yl)urea C(C)(C)(C)C1=NN(C(=C1)NC(=O)NC=1C=NC(=CC1)OC1=CC=NC=2NC(C=NC21)=O)C2=CC=CC=C2